methylamine hydrofluoric acid salt F.CN